N-[2-(3-Pyridinyl)-6-(1,2,4,5-tetrahydro-3H-3-benzazepin-3-yl)-4-pyrimidinyl]-β-alanine ethyl ester C(C)OC(CCNC1=NC(=NC(=C1)N1CCC2=C(CC1)C=CC=C2)C=2C=NC=CC2)=O